BrC1=C(C=C(C(=C1F)F)F)[N+](=O)[O-] 2-bromo-3,4,5-trifluoro-1-nitrobenzene